CC=1N(C(=CC1)C)C(CO)CO 2-(2,5-dimethyl-1H-pyrrol-1-yl)propane-1,3-diol